NC1=CC(=NO1)C1CCN(CC1)C(=O)OC(C)(C)C tert-butyl 4-(5-aminoisoxazol-3-yl)piperidine-1-carboxylate